C(C)OC(=O)C=1C(=NOC1C1CC1)C1=C(C=CC=C1F)C1CC1 5-cyclopropyl-3-(2-cyclopropyl-6-fluorophenyl)-1,2-oxazole-4-carboxylic acid ethyl ester